C(\C=C/C(=O)O)(=O)O.C(C)C=1C=C2C=C(CC2=CC1CC)NC[C@H](O)C1=C2C=CC(NC2=C(C=C1)O)=O (R)-5-[2-(5,6-diethylinden-2-ylamino)-1-hydroxyethyl]-8-hydroxy-1H-quinolin-2-one maleate